tert-butyl (S)-2-(2-methoxy-2-oxoethyl)azetidine-1-carboxylate COC(C[C@H]1N(CC1)C(=O)OC(C)(C)C)=O